bis(5-(decanoyloxy)pentyl) 2-hydroxypentanedioate OC(C(=O)OCCCCCOC(CCCCCCCCC)=O)CCC(=O)OCCCCCOC(CCCCCCCCC)=O